(3-((1R,4R)-4-Aminocyclohexyl)-1,2,3-oxadiazol-3-ium-5-yl)((3-(2-phenylacetamido)-5-(trifluoromethyl)phenyl)carbamoyl)amide NC1CCC(CC1)[N+]1=NOC(=C1)[N-]C(NC1=CC(=CC(=C1)C(F)(F)F)NC(CC1=CC=CC=C1)=O)=O